ClC1=NC2=CC=CC(=C2C=N1)OC 2-chloro-5-methoxy-quinazoline